triethoxyglycidoxypropyl-silane C(C)O[Si](CCCOCC1CO1)(OCC)OCC